C(C)(C)(C)OC(=O)N1C(CNCC1)C1=CC=NC2=C(C=CC=C12)F 8-fluoroquinolin-4-yl-piperazine-1-carboxylic acid tert-butyl ester